(dimethylamino) butyl-3,4-difluorobenzoate C(CCC)C1=C(C(=O)ON(C)C)C=CC(=C1F)F